2-(3,4-dichlorobenzoyl)-benzoic acid ClC=1C=C(C(=O)C2=C(C(=O)O)C=CC=C2)C=CC1Cl